Methylenemethyl-ammonium chloride [Cl-].C=C[NH3+]